ClC=1C(=NC(=CN1)C1=C(C(=CC=C1C(F)F)Cl)F)C(=O)O 3-Chloro-6-(3-chloro-6-(difluoromethyl)-2-fluorophenyl)pyrazine-2-carboxylic acid